C(C)(C)(C)[S@](=O)N[C@H](C1=CC(=CS1)C(N)=N)C1CCCC1 5-((S)-(((S)-tert-butylsulfinyl)amino)(cyclopentyl)methyl)thiophene-3-carboximidamide